C1(=CC=CC=C1)C(C)NC1=NC=NC2=CC=C(C=C12)C=1C=C2C(=NC1)NN=N2 N-(1-phenylethyl)-6-(3H-triazolo[4,5-b]pyridin-6-yl)quinazolin-4-amine